1-(2,5-difluorobenzyl)-6-oxo-1,6-dihydropyrimidine-4-carboxamide FC1=C(CN2C=NC(=CC2=O)C(=O)N)C=C(C=C1)F